(S)-2-acetyl-8-(5-bromo-3-fluoropyridin-2-yl)-5-(1-(4-(trifluoromethyl)phenyl)-ethyl)-2,5,8-triazaspiro-[3.5]nonane-6,9-dione C(C)(=O)N1CC2(C1)N(C(CN(C2=O)C2=NC=C(C=C2F)Br)=O)[C@@H](C)C2=CC=C(C=C2)C(F)(F)F